[Na+].NCCNCCS(=O)(=O)[O-] N-(2-aminoethyl)-2-aminoethyl-sulfonate sodium salt